N1N=CC2=C(C=CC=C12)C1CN(C1)[C@@H]1[C@H](CCCC1)OC=1C=C2CN(C(C2=CC1)=O)C1C(NC(CC1)=O)=O 3-(5-(((1S,2S)-2-(3-(1H-indazol-4-yl)azetidin-1-yl)cyclohexyl)oxy)-1-oxoisoindolin-2-yl)piperidine-2,6-dione